dimethyl (R)-2-methylsuccinate C[C@@H](C(=O)OC)CC(=O)OC